2-[[4-[2-[4-(furan-2-carbonyl)-piperazin-1-yl]-2-oxo-ethyl]-6-(4-sulfamoyl-benzylamino)2-pyrimidinyl]amino]-4-methyl-5-thiazolecarboxylic acid ethyl ester C(C)OC(=O)C1=C(N=C(S1)NC1=NC(=CC(=N1)CC(=O)N1CCN(CC1)C(=O)C=1OC=CC1)NCC1=CC=C(C=C1)S(N)(=O)=O)C